(2S)-3-(8-acetyl-2-oxo-1,8-diazaspiro[4.5]dec-3-yl)-2-aminopropanamide hydrochloride Cl.C(C)(=O)N1CCC2(CC(C(N2)=O)C[C@@H](C(=O)N)N)CC1